C(=O)C1CC2=C(C(=NC(=C2C)OCC2(CC2)NC(OC(C)(C)C)=O)C)C1 tert-butyl N-[1-[(6-formyl-1,4-dimethyl-6,7-dihydro-5H-cyclopenta[c]pyridin-3-yl)oxymethyl]cyclopropyl]carbamate